ClC=1C=NC(=NC1)N[C@H]1C[C@H]([C@@H](C1)NC=1SC2=C(N1)C=CC(=C2)C(=O)N(C)C)O 2-(((1R,2R,4R)-4-((5-chloropyrimidin-2-yl)amino)-2-hydroxycyclopentyl)amino)-N,N-dimethylbenzo[d]thiazole-6-carboxamide